8-(4-fluorobenzyl)-12-methyl-4-oxa-8,12-diazadispiro[2.1.5.3]tridecan-13-one FC1=CC=C(CN2CCC3(OC4(CC4)C(N(C3)C)=O)CC2)C=C1